5-chloro-N-((S)-4-(cyclopropylamino)-1-((3S,5R)-5-methyl-2-oxopyrrolidin-3-yl)-3,4-dioxobutan-2-yl)-2-(3-((4,4-difluorocyclohexyl)methyl)-3-methylureido)benzamide ClC=1C=CC(=C(C(=O)N[C@@H](C[C@H]2C(N[C@@H](C2)C)=O)C(C(=O)NC2CC2)=O)C1)NC(=O)N(C)CC1CCC(CC1)(F)F